N-[(1r,3r)-3-hydroxycyclobutyl]-N'-(5-{3-[1-(trifluoromethyl)cyclopropyl]-1,2,4-oxadiazol-5-yl}-4,5,6,7-tetrahydro[1,3]thiazolo[5,4-c]pyridin-2-yl)urea OC1CC(C1)NC(=O)NC=1SC=2CN(CCC2N1)C1=NC(=NO1)C1(CC1)C(F)(F)F